ClC1=C(C(=CC=C1)F)NC(C1=C(C=C(C(=C1)F)C=1N=C(N(C1)C1CC1)CO)O[C@H](C(F)(F)F)C)=O (S)-N-(2-Chloro-6-fluorophenyl)-4-(1-cyclopropyl-2-(hydroxymethyl)-1H-imidazol-4-yl)-5-fluoro-2-((1,1,1-trifluoropropan-2-yl)oxy)benzamide